2-pentyl-9,10-bis(n-butoxycarbonylmethyloxymethylene)anthracene C(CCCC)C1=CC=2C(C3=CC=CC=C3C(C2C=C1)=COCC(=O)OCCCC)=COCC(=O)OCCCC